OC1C(=NC=C(C1=O)CCN1C(C=2C(C1=O)=CC(=CC2)OCC2=CC=C(C=C2)Cl)=O)C N-(2-(3-hydroxy-2-methyl-4-oxo-pyridyl)ethyl)-4-(4-chlorobenzyl-oxy)phthalimide